3-(5-(hydroxymethyl)-1-oxoisoindolin-2-yl)piperidine OCC=1C=C2CN(C(C2=CC1)=O)C1CNCCC1